BrC1=NN(C2=CC(=C(C=C12)CC1CC1)Cl)C1OCCCC1 Bromo-6-chloro-5-(cyclopropylmethyl)-1-(tetrahydro-2H-pyran-2-yl)-1H-indazole